2-ethyl-3-methyl-2-butenedioic acid C(C)C(C(=O)O)=C(C(=O)O)C